C(C)(C)(C)OC(=O)N1CC=2C=CC(=NC2C(C1)O)SCC1=CC=CC=C1 2-(Benzylthio)-8-hydroxy-7,8-dihydro-1,6-naphthyridine-6(5H)-carboxylic acid tert-butyl ester